CC(=CCCC1=COC=C1)C The molecule is a monoterpenoid that is furan in which the hydrogen at position 3 is replaced by a 4-methylpent-3-en-1-yl group. A defensive allomone of thrips that has a flowery, citrus-like flavour. It has a role as a semiochemical, a metabolite and a fragrance. It is a member of furans and a monoterpenoid.